chloro-N-(4'-(1,1-difluoroethyl)-[1,1'-biphenyl]-3-yl)-N-methyl-[1,2,4]triazolo[4,3-a]quinazolin-5-amine ClC1=NN=C2N1C1=CC=CC=C1C(=N2)N(C)C=2C=C(C=CC2)C2=CC=C(C=C2)C(C)(F)F